CN1C(CCC1)=O 1-methyl-2-pyrrolidone